2-(3-(2-(2-(2-methoxyethoxy)ethoxy)ethoxy)-5-pentadecylphenoxy)ethyl methanesulfonate CS(=O)(=O)OCCOC1=CC(=CC(=C1)CCCCCCCCCCCCCCC)OCCOCCOCCOC